2-(4-((1-phenylazetidin-3-yl)oxy)phenyl)-N-(pyridin-3-yl)acetamide C1(=CC=CC=C1)N1CC(C1)OC1=CC=C(C=C1)CC(=O)NC=1C=NC=CC1